C(#N)N1C[C@H]([C@@H](C1)CC)C(=O)NC=1N=CN(C1)C1=CC=CC=C1 (3S,4S)-1-cyano-4-ethyl-N-(1-phenyl-1H-imidazol-4-yl)pyrrolidine-3-carboxamide